C(C1=CC=CC=C1)NC=1C(C(C1NCC1=CC(=C(C=C1)C1=NOC(=N1)C(F)(F)F)F)=O)=O 3-(benzylamino)-4-((3-fluoro-4-(5-(trifluoromethyl)-1,2,4-oxadiazol-3-yl)benzyl)amino)cyclobut-3-ene-1,2-dione